The molecule is a tripeptide composed of L-leucine, L-aspartic acid and L-serine joined in sequence by peptide linkages. It has a role as a metabolite. It derives from a L-leucine, a L-aspartic acid and a L-serine. CC(C)C[C@@H](C(=O)N[C@@H](CC(=O)O)C(=O)N[C@@H](CO)C(=O)O)N